SCCSCCS 1,5-Dimercapto-3-thiapentan